1-butyl-5-methyl-1,4-dihydropyridine-3-formamide C(CCC)N1C=C(CC(=C1)C)C(=O)N